((1-(2-chlorophenyl)ethyl)amino)pyrimidine-2-carboxylate ClC1=C(C=CC=C1)C(C)NC1=NC(=NC=C1)C(=O)[O-]